OC=1C=C(C(=O)O)C(=CC1)O 3,6-dihydroxybenzoic acid